penta(carboxymethyl)Diethylenetriamine C(CN(CC(=O)O)CC(=O)O)N(CCN(CC(=O)O)CC(=O)O)CC(=O)O